6-((2-methoxy-4-(4-(1-methylpiperidin-4-yl)piperazin-1-yl)phenyl)amino)-2,4,9-trimethyl-4,9-dihydro-10H-pyrimido[5,4-b]thiazolo[5,4-e][1,4]diazepin-10-one COC1=C(C=CC(=C1)N1CCN(CC1)C1CCN(CC1)C)NC=1N=CC=2N(C(C3=C(N(C2N1)C)SC(=N3)C)=O)C